(2-((5-chloro-2-(imidazo[1,2-a]pyridin-8-ylamino)pyrimidin-4-yl)amino)phenyl)dimethylphosphine ClC=1C(=NC(=NC1)NC=1C=2N(C=CC1)C=CN2)NC2=C(C=CC=C2)P(C)C